CC12CCC(CC23OCOCC3)C1(C)C 1,7,7-trimethyl-spiro[bicyclo[2.2.1]heptane-2,4'-[1,3]dioxane]